(R)-N-(tetrahydrofuran-3-yl)-2-(2-((2,2,2-trifluoroethyl)amino)pyrimidin-4-yl)-1H-pyrrolo[3,2-c]pyridin-6-amine O1C[C@@H](CC1)NC1=CC2=C(C=N1)C=C(N2)C2=NC(=NC=C2)NCC(F)(F)F